5-amino-8-[2-(hydroxymethyl)-6-methyl-4-pyridinyl]-2-[(5-methyl-2-pyridinyl)methyl]-7-phenyl-[1,2,4]triazolo[4,3-c]pyrimidin-3-one NC1=NC(=C(C=2N1C(N(N2)CC2=NC=C(C=C2)C)=O)C2=CC(=NC(=C2)C)CO)C2=CC=CC=C2